C(C)C1=C(C=CC=C1)NC(=O)[C@H]1C(N(C[C@@H]1C1=CC(NN1C)C(F)(F)F)C)=O (3S,4R)-N-(2-ethylphenyl)-1-methyl-4-[1-methyl-3-(trifluoromethyl)-3H-pyrazol-5-yl]-2-oxo-pyrrolidine-3-carboxamide